tributylammonium bitartrate [O-]C(=O)C(O)C(O)C(=O)O.C(CCC)[NH+](CCCC)CCCC